5-(n-butoxycarbonyl)-7-oxo-bicyclo[2.2.1]Hept-2-ene C(CCC)OC(=O)C1C2C=CC(C1)C2=O